3-Bromo-7-methylpyrido[3,2-e]pyrrolo[1,2-a]pyrazin-6(5H)-one BrC1=CC=2NC(C=3N(C2N=C1)C=CC3C)=O